CC1=CC(=C(C(=C1)C(C)(C)C)O)C(C)(C)C 4-methyl-2,6-di-(tert-butyl)phenol